C(C)C(CN(C(C(CC(C)=O)=O)=O)CC(CCCC)CC)CCCC N,N-bis(2-ethylhexyl)-2,4-dioxopentanamide